[PH2](=O)C=1NC(=C2C=CC=CC12)C(=N)N PHOSPHINYL-ISOINDOLEAMIDINE